N'-methylpyrazine-2-carbohydrazide CNNC(=O)C1=NC=CN=C1